C(C)OC(C1=NC=CC=C1)=O ethyl-2-picolinate